5-bromo-3-(1-methyl-1H-pyrazol-4-yl)pyrazin-2-amine BrC=1N=C(C(=NC1)N)C=1C=NN(C1)C